C(C)(C)(C)OC(N[C@@H]1CN(CC[C@@H]1OC)C1=NC=CC(=N1)N)=O |r| rac-cis-1-(4-aminopyrimidin-2-yl)-4-methoxypiperidin-3-ylcarbamic acid tert-butyl ester